(E)-N,N-dimethyl-N-(2-(1-methyl-4-(1-methyl-4-(4-(2-(quinolin-3-yl)vinyl)benzamido)-1H-pyrrole-2-carboxamido)-1H-pyrrole-2-carboxamido)ethyl)hexan-1-aminium C[N+](CCCCCC)(CCNC(=O)C=1N(C=C(C1)NC(=O)C=1N(C=C(C1)NC(C1=CC=C(C=C1)\C=C\C=1C=NC2=CC=CC=C2C1)=O)C)C)C